phenophosphazine 5-oxide C1=CC=CC2=[N+](C3=CC=CC=C3P=C12)[O-]